bis(dibenzofuran-4-yl)-N,N'-diphenylpyrene-1,6-diamine C1=CC=C(C=2OC3=C(C21)C=CC=C3)C=3C(=C(C=2C=CC1=CC=C(C=4C=CC3C2C41)NC4=CC=CC=C4)NC4=CC=CC=C4)C4=CC=CC1=C4OC4=C1C=CC=C4